3-(Methyl(2H-spiro[benzofuran-3,4'-piperidin]-6-yl)amino)piperidine-2,6-dione CN(C1C(NC(CC1)=O)=O)C1=CC2=C(C=C1)C1(CCNCC1)CO2